Benzyl O-Benzyl-L-Threoninate Hydrochloride Cl.C(C1=CC=CC=C1)O[C@@H]([C@H](N)C(=O)OCC1=CC=CC=C1)C